3-(4-(4-(4-Chlorophenyl)piperidin-1-yl)-3-fluorophenyl)-3-methylpiperidine-2,6-dione ClC1=CC=C(C=C1)C1CCN(CC1)C1=C(C=C(C=C1)C1(C(NC(CC1)=O)=O)C)F